2-((5-bromo-3-nitropyridin-2-yl)oxy)ethyl(2,2,2-trifluoroethyl)carbamate BrC=1C=C(C(=NC1)OCCN(C([O-])=O)CC(F)(F)F)[N+](=O)[O-]